C[C@H]1CN(CCN1)C(=O)OC(C)(C)C (S)-tert-butyl 3-methyl-piperazine-1-carboxylate